7-Morpholino-N-(pyridin-3-yl)-5-(3-(m-tolyl)-1H-pyrazol-1-yl)thieno[3,2-b]pyridine-2-carboxamide O1CCN(CC1)C1=C2C(=NC(=C1)N1N=C(C=C1)C=1C=C(C=CC1)C)C=C(S2)C(=O)NC=2C=NC=CC2